4-Bromo-1-[2-chloro-4-(1,1,1,2,3,3,3-heptafluoropropan-2-yl)-6-(trifluoromethoxy)phenyl]-1H-pyrazole BrC=1C=NN(C1)C1=C(C=C(C=C1OC(F)(F)F)C(C(F)(F)F)(C(F)(F)F)F)Cl